(2R,3R,4S,5S)-4-[[3-[2-(Difluoromethoxy)-4-fluorophenyl]-4,5-dimethyl-5-(trifluoromethyl)tetrahydrofuran-2-carbonyl]amino]-N-methyl-pyridin-2-carboxamid FC(OC1=C(C=CC(=C1)F)[C@@H]1[C@@H](O[C@@]([C@H]1C)(C(F)(F)F)C)C(=O)NC1=CC(=NC=C1)C(=O)NC)F